F[C@H]1[C@@H](CN(C1)C)OC1=NNC=C1NC=1N=CC2=C(N1)N(C(C21CC1)=O)[C@H]1C[C@@H](CCC1)O 2'-((3-(((3R,4R)-4-fluoro-1-methylpyrrolidin-3-yl)oxy)-1H-pyrazol-4-yl)amino)-7'-((1R,3R)-3-hydroxycyclohexyl)spiro[cyclopropane-1,5'-pyrrolo[2,3-d]pyrimidin]-6'(7'H)-one